COC1=CC=C2C(=N1)[C@H](C1(CCN(CC1)C(=O)OC(C)(C)C)C2)N[S@](=O)C(C)(C)C tert-butyl (7S)-2-methoxy-7-{[(R)-2-methylpropane-2-sulfinyl]amino}-5,7-dihydrospiro[cyclopenta[b]pyridine-6,4'-piperidine]-1'-carboxylate